Methyl 5-(((trifluoromethyl) sulfonyl) oxy)-3,4-dihydro-2H-thiopyran-6-carboxylate FC(S(=O)(=O)OC=1CCCSC1C(=O)OC)(F)F